C(CCCCCCCCCCCCCCCCC)(=O)N[C@@H](COP(OC[C@@H](CO)OC(CCCCCCC\C=C/CCCCCCCC)=O)(=O)O)C(=O)O stearoyl-2-oleoyl-sn-glycero-3-phospho-L-serine